tert-Butyl-4-((4-((2-fluoro-4-((1-(6-methylpyridin-3-yl)-1H-pyrazol-3-yl)oxy)phenyl) Amino)quinazolin-6-yl)oxy)piperidine-1-carboxylate C(C)(C)(C)OC(=O)N1CCC(CC1)OC=1C=C2C(=NC=NC2=CC1)NC1=C(C=C(C=C1)OC1=NN(C=C1)C=1C=NC(=CC1)C)F